palmityl-sulphonate C(CCCCCCCCCCCCCCC)S(=O)(=O)[O-]